(S)-4-amino-dioxo-1-((S)-2-oxopyrrolidin-3-yl)butan NCCC(C([C@H]1C(NCC1)=O)=O)=O